3-(4-((4-(2-(acetoxyimino)-2-phenylacetyl)phenyl)thio)phenyl)-1-phenylprop-2-en-1-one C(C)(=O)ON=C(C(=O)C1=CC=C(C=C1)SC1=CC=C(C=C1)C=CC(=O)C1=CC=CC=C1)C1=CC=CC=C1